7-(2-methyl-3-(6-(trifluoromethyl)pyridin-3-yl)propyl)-2-thia-7-azaspiro[3.5]nonane 2,2-dioxide CC(CN1CCC2(CS(C2)(=O)=O)CC1)CC=1C=NC(=CC1)C(F)(F)F